N1(C=NC=C1)C1=NC=C2NC(=NC2=N1)C 2-imidazol-1-yl-8-methyl-7H-purine